N[C@H](COC=1C(=CC(=NC1)C)C1=CC=2N(C=C1)N=C(C2)NC(=O)C2CC2)C(F)(F)F N-[5-[5-[(2R)-2-amino-3,3,3-trifluoro-propoxy]-2-methyl-4-pyridyl]pyrazolo[1,5-a]pyridin-2-yl]cyclopropanecarboxamide